benzyl 5-bromo-2-chloropyridine-4-carboxylate BrC=1C(=CC(=NC1)Cl)C(=O)OCC1=CC=CC=C1